CC1=C(OC=2CCC3=CN(N=C3C21)C[C@H]2OCC2)C(=O)NC[C@H]2OCCC2 8-Methyl-2-[(2S)-oxetan-2-ylmethyl]-N-[(2S)-tetrahydrofuran-2-ylmethyl]-4,5-dihydro-2H-furo[2,3-g]indazol-7-carboxamid